(S)-7-fluoro-N-hydroxy-1,3,4,6,11,11a-hexahydro-2H-pyrido[1,2-b]isoquinoline-9-carboxamide FC1=CC(=CC=2C[C@H]3N(CC12)CCCC3)C(=O)NO